3,7,11,15-tetramethylhexadeca-14-en-1-yn-3-ol CC(C#C)(CCCC(CCCC(CCC=C(C)C)C)C)O